(S)-(4-ethyl-4H-1,2,4-triazol-3-yl)(4-(5-fluorobenzo[d]oxazol-2-yl)-6,7-dihydro-1H-imidazo[4,5-c]pyridin-5(4H)-yl)methanone C(C)N1C(=NN=C1)C(=O)N1[C@@H](C2=C(CC1)NC=N2)C=2OC1=C(N2)C=C(C=C1)F